C(C)(C)(C)OC(NCC1=CC(=CC(=C1)N1CCN(CCC1)C1=CC=C(C=C1)F)F)=O (3-Fluoro-5-(4-(4-fluorophenyl)-1,4-diazacycloheptan-1-yl)benzyl)carbamic acid tert-butyl ester